FC=1C=C(C=C(C1)F)CCNC(C(C=1C=NC=CC1)N(C(=O)[C@@H]1NC[C@@H](C1)OC)C1=CC=C(C=C1)S(F)(F)(F)(F)F)=O (2R,4R)-N-[2-[2-(3,5-difluorophenyl)ethylamino]-2-oxo-1-(3-pyridyl)ethyl]-4-methoxy-N-[4-(pentafluoro-λ6-sulfanyl)phenyl]pyrrolidine-2-carboxamide